C(C)OC(=O)C=1N=NN(C1OC)CC1=CC=C(C=C1)OC 5-methoxy-1-(4-methoxybenzyl)-1H-1,2,3-triazole-4-carboxylic acid ethyl ester